3-(1-methyl-1H-indazol-3-yl)pyridine-2-carboxaldehyde CN1N=C(C2=CC=CC=C12)C=1C(=NC=CC1)C=O